N-[5-(7-fluoro-5-methoxy-1H-benzimidazol-2-yl)-1-methyl-pyrazol-3-yl]-4-[4-(2-hydroxyethyl)piperazin-1-yl]benzamide FC1=CC(=CC2=C1NC(=N2)C2=CC(=NN2C)NC(C2=CC=C(C=C2)N2CCN(CC2)CCO)=O)OC